{4-amino-2-[(2,2-difluoro-1,3-benzodioxol-5-yl)amino]-1,3-thiazol-5-yl}(4-methoxyphenyl)methanone NC=1N=C(SC1C(=O)C1=CC=C(C=C1)OC)NC1=CC2=C(OC(O2)(F)F)C=C1